BrC=1C=2C3=C(C(N(C3=CC1)C1C(NC(CC1)=O)=O)=O)C=CC2 3-(6-bromo-2-oxo-benzo[cd]indol-1-yl)piperidine-2,6-dione